OC=1C(N=C(N2C1C(N(CCC2)C)=O)C2N(CCC2)C(=O)OCC2=CC=CC=C2)=O benzyl 2-(10-hydroxy-2-methyl-1,9-dioxo-1,2,3,4,5,9-hexahydropyrimido[1,6-a][1,4]diazepin-7-yl)pyrrolidine-1-carboxylate